2,6-bis(methylamino)hexanoic acid CNC(C(=O)O)CCCCNC